4-(hexahydropyridin-4-yl)but-3-ynoic acid-2-methylprop-2-yl ester CC(C)(C)OC(CC#CC1CCNCC1)=O